(S)-2-(2-(2,6-Dimethylpyridin-4-yl)-6-(3-methyl-1H-pyrrolo[2,3-b]pyridin-5-yl)-1,2,3,4-tetraHydroisoquinolin-8-yl)pyrrolidine-1-carboxylic acid tert-butyl ester C(C)(C)(C)OC(=O)N1[C@@H](CCC1)C=1C=C(C=C2CCN(CC12)C1=CC(=NC(=C1)C)C)C=1C=C2C(=NC1)NC=C2C